4-((2-((2,2-dimethyl-1,2,3,4-tetrahydronaphthalen-1-yl)amino)-3,4-dioxocyclobut-1-en-1-yl)amino)-3-hydroxy-N,N-dimethylpicolinamide CC1(C(C2=CC=CC=C2CC1)NC1=C(C(C1=O)=O)NC1=C(C(=NC=C1)C(=O)N(C)C)O)C